tert-butyl (3-(trans-3-(4-(6-(azetidin-1-yl)pyridin-2-yl)-1H-pyrazol-1-yl)cyclobutyl)propyl)carbamate N1(CCC1)C1=CC=CC(=N1)C=1C=NN(C1)[C@@H]1C[C@H](C1)CCCNC(OC(C)(C)C)=O